C(CCCCCCC=1C=C(C(=N)N)C=CC1)C=1C=C(C(=N)N)C=CC1 3,3'-(heptane-1,7-diyl)dibenzoamidine